chloro-4-((1-cyclopropyl-3-(tetrahydro-2H-pyran-4-yl)-1H-pyrazol-4-yl)oxy)pyridine ClC1=NC=CC(=C1)OC=1C(=NN(C1)C1CC1)C1CCOCC1